ClN([SiH](C)C)Cl dichlorodimethylsilaneamine